(S)-tert-butyl ((6-(2,2'-dichloro-3'-(3-formyl-2-methyl-4-oxo-4H-pyrido[1,2-a]pyrimidin-8-yl)-[1,1'-biphenyl]-3-yl)-2-methoxypyridin-3-yl)methyl)((5-oxopyrrolidin-2-yl)methyl)carbamate ClC1=C(C=CC=C1C1=CC=C(C(=N1)OC)CN(C(OC(C)(C)C)=O)C[C@H]1NC(CC1)=O)C1=C(C(=CC=C1)C1=CC=2N(C(C(=C(N2)C)C=O)=O)C=C1)Cl